3,4-dimethyl-8-[3-(4-pyridyloxy)-3-(trifluoromethyl)pyrrolidin-1-yl]pyrimido[4',5':4,5]thieno[2,3-c]pyridazine dihydrochloride Cl.Cl.CC1=C(C2=C(N=N1)SC1=C2N=CN=C1N1CC(CC1)(C(F)(F)F)OC1=CC=NC=C1)C